NC1=NC2=CC=C(C=C2C=C1Br)C(=O)N([C@H]1C=2N(CCC1)N=CN2)CC=2N=NC(=CC2)Br 2-amino-3-bromo-N-((6-bromo-3-pyridazinyl)methyl)-N-((8R)-5,6,7,8-tetrahydro[1,2,4]triazolo[1,5-a]pyridin-8-yl)-6-quinolinecarboxamide